FC=1C=C2C(=CC=NC2=CC1)C1CCC2(CC(C2)N)CC1 (±)-7-(6-fluoroquinolin-4-yl)spiro[3.5]nonan-2-amine